1-(4-bromo-2,5-dimethoxyphenyl)propan BrC1=CC(=C(C=C1OC)CCC)OC